N(C(=O)N)CC1(CC(CC(C1)(C)C)NC(=O)N)C 3-ureidomethyl-3,5,5-trimethylcyclohexylurea